C(C)C(CN1N=C(C=C1)C1=CC=C(C=C1)[C@@H]1CC[C@H](CC1)OC=1N=NNC1C(=O)O)(CCC)O 4-(((trans)-4-(4-(1-(2-ethyl-2-hydroxypentyl)-1H-pyrazol-3-yl)phenyl)cyclohexyl)oxy)-1H-1,2,3-triazole-5-carboxylic acid